FC1=C(NC2=CC(=CC=C12)C1=CC=C(C=C1)F)C(=O)O 3-fluoro-6-(4-fluorophenyl)-1H-indole-2-carboxylic acid